(1R,5S)-bicyclo[3.1.0]-hexan-6-amine [C@H]12CCC[C@@H]2C1N